N[C@H]1CC=CC[C@@H]1C1=C(C2=NC(=CC(=C2S1)NCC=1SC=CC1)Cl)C#CC[C@H](CO)O (R)-5-(2-((1s,6s)-6-aminocyclohex-3-en-1-yl)-5-chloro-7-((thiophen-2-ylmethyl)amino)thieno[3,2-b]pyridin-3-yl)pent-4-yn-1,2-diol